(S)-7-ethoxy-6-methoxy-1-((5-methoxy-1H-indol-3-yl)methyl)-3,4-dihydroisoquinoline-2(1H)-formaldehyde C(C)OC1=C(C=C2CCN([C@H](C2=C1)CC1=CNC2=CC=C(C=C12)OC)C=O)OC